2-Chloro-6-methoxy-N-((1r,4r)-4-methoxycyclohexyl)pyrimidine-4-carboxamide ClC1=NC(=CC(=N1)C(=O)NC1CCC(CC1)OC)OC